tert-Butyl ((1R,5S,6s)-3-(8-bromo-3,6-dimethyl-4-oxo-3,4-dihydroquinazolin-2-yl)-3-azabicyclo[3.1.0]hexan-6-yl)carbamate BrC=1C=C(C=C2C(N(C(=NC12)N1C[C@@H]2C([C@@H]2C1)NC(OC(C)(C)C)=O)C)=O)C